OCCCNCCCO 3-(3-Hydroxy-propylamino)-propan-1-ol